FCCCN1CC(C1)=CC1=CC=C(C=C1)C1=C(CCCC2=C1C=CC=C2)C2=CC(=CC(=C2)C(F)(F)F)OC 9-(4-((1-(3-Fluoropropyl)azetidin-3-yliden)methyl)phenyl)-8-(3-methoxy-5-(trifluoromethyl)phenyl)-6,7-dihydro-5H-benzo[7]annulen